N1=CC(=CC=C1)NC1=CC=C(C#N)C=C1 4-(pyridin-3-ylamino)benzonitrile